4-{4-[(4-Fluorophenyl)(pyridin-2-yl)methyl]piperazin-1-yl}-1,6-dimethyl-2-oxo-1,2-dihydro-1,5-naphthyridin-3-carbonitril FC1=CC=C(C=C1)C(N1CCN(CC1)C1=C(C(N(C2=CC=C(N=C12)C)C)=O)C#N)C1=NC=CC=C1